4-methoxy-6-((trimethylsilyl)ethynyl)pyrimidine COC1=NC=NC(=C1)C#C[Si](C)(C)C